N1C(NC=C1)=O imidazole-2(3H)-one